Ethyl 2-{2-bromo-4-ethyl-7-oxo-6H,7H-thieno[2,3-d]pyridazin-6-yl}acetate BrC1=CC2=C(C(N(N=C2CC)CC(=O)OCC)=O)S1